ClC1=C(C=CC(=C1)Cl)S(=O)(=O)N1CC(C1)(C(=O)OCC)CO ethyl 1-((2,4-dichlorophenyl)sulfonyl)-3-(hydroxymethyl)azetidine-3-carboxylate